3-(4-fluorophenyl)-5-methyl-4,5-dihydro-1H-pyrazole-5-carboxylic acid methyl ester COC(=O)C1(CC(=NN1)C1=CC=C(C=C1)F)C